1-(3-aminopyrazol-1-yl)-2-methylpropan-2-ol NC1=NN(C=C1)CC(C)(O)C